2-(4-Methylnonyl)-7-methyl-1-tetradecanol CC(CCCC(CO)CCCCC(CCCCCCC)C)CCCCC